(S)-2-(4-(4-chloropyrazolo[1,5-a]pyridin-2-yl)-1,4,6,7-tetrahydro-5H-imidazo[4,5-c]pyridin-5-yl)-5-(3-methylpyridin-2-yl)-1,3,4-oxadiazole ClC=1C=2N(C=CC1)N=C(C2)[C@H]2N(CCC1=C2N=CN1)C=1OC(=NN1)C1=NC=CC=C1C